C[C@H](C=O)CC=C (2S)-METHYLPENT-4-ENAL